ClCC1=NC2=C(N1CC1(CC1)CF)C=C(C=C2OC(F)F)C(=O)OC methyl 2-(chloromethyl)-4-(difluoromethoxy)-1-((1-(fluoromethyl) cyclopropyl) methyl)-1H-benzo[d]imidazole-6-carboxylate